O=C1NN=CC2=CC=CC=C12 4-oxo-3,4-dihydro-phthalazine